NC1=NNC2=CC=C(C=C12)C1=CC(=NC=C1)NC(=O)NC1=CC=C(C=C1)F (4-(3-amino-1H-indazol-5-yl)pyridin-2-yl)-3-(4-fluorophenyl)urea